δ-(N,N-dimethyl)amino-2-(R)-fluorovalerate hydrochloride Cl.CN(C)CCC[C@H](C(=O)O)F